2-oxo-N-(9H-thioxanthen-9-yl)-6-(trifluoromethyl)-1,2-dihydropyridine-3-carboxamide O=C1NC(=CC=C1C(=O)NC1C2=CC=CC=C2SC=2C=CC=CC12)C(F)(F)F